CC1=C(C(=O)O)C=CC(=C1)COCC=1N=CSC1 2-methyl-4-((thiazol-4-yl-methoxy)methyl)benzoic acid